(4-(difluoromethyl)-2-((S)-1-hydroxyethyl)oxazol-5-yl)((S)-4-(pyrazolo[1,5-a]pyridin-2-yl)-6,7-dihydro-1H-imidazo[4,5-c]pyridin-5(4H)-yl)methanone FC(C=1N=C(OC1C(=O)N1[C@@H](C2=C(CC1)NC=N2)C2=NN1C(C=CC=C1)=C2)[C@H](C)O)F